NC1=NN(C=N1)C1=CC(=NC=N1)N(CC1=CC=C(C=C1)OC)CC1=CC=C(C=C1)OC 6-(3-amino-1H-1,2,4-triazol-1-yl)-N,N-bis(4-methoxybenzyl)pyrimidin-4-amine